1-(6-((6-morpholinopyrimidin-4-yl)amino)-2-azaspiro[3.3]heptan-2-yl)prop-2-en-1-one O1CCN(CC1)C1=CC(=NC=N1)NC1CC2(CN(C2)C(C=C)=O)C1